CN1C(C2=C(C(=C1C)C)CN(C2)C(C[C@H]2[C@@H](C2)C=2C=NC=CC2)=O)=O 5,6,7-Trimethyl-2-{[trans-2-(pyridin-3-yl)cyclopropyl]acetyl}-1,2,3,5-tetrahydro-4H-pyrrolo[3,4-c]pyridin-4-on